2,6-dichloropyridine-4-carboxylic acid methyl ester COC(=O)C1=CC(=NC(=C1)Cl)Cl